(1S,4r)-4-((S)-2-((1H-Indol-2-yl)methyl)-6-(methoxycarbonyl)-7-methyl-6,7,8,9-tetrahydro-3H-imidazo[4,5-f]chinolin-3-yl)cyclohexan N1C(=CC2=CC=CC=C12)CC=1N(C=2C(=C3CC[C@@H](N(C3=CC2)C(=O)OC)C)N1)C1CCCCC1